(R)-1-(5-((2-methyl-4-(pyrrolidin-1-ylsulfonyl)piperazin-1-yl)methyl)benzo[d]isoxazol-3-yl)dihydropyrimidine-2,4(1H,3H)-dione C[C@H]1N(CCN(C1)S(=O)(=O)N1CCCC1)CC=1C=CC2=C(C(=NO2)N2C(NC(CC2)=O)=O)C1